NC1=C(N(C=C1C(C)C)C1=CC=C(C=C1)C(NC1=NC=CC(=C1)C(F)(F)F)=O)C(=O)N 3-amino-4-isopropyl-1-(4-((4-(trifluoromethyl)pyridin-2-yl)carbamoyl)phenyl)-1H-pyrrole-2-carboxamide